ClC=1C=C(C=CC1C)NC(CC(C)(C)C1=CC(=CC=C1)NC=1C(N(C(C1)=O)C1C(NC(CC1)=O)=O)=O)=O N-(3-chloro-4-methylphenyl)-3-(3-((1-(2,6-dioxopiperidin-3-yl)-2,5-dioxo-2,5-dihydro-1H-pyrrol-3-yl)amino)phenyl)-3-methylbutanamide